2-(3,4-dichlorophenyl)-6-[(3,5-dimethoxyphenyl)methyl]-1-ethyl-4-oxo-pyridine-3-carboxylic acid ClC=1C=C(C=CC1Cl)C=1N(C(=CC(C1C(=O)O)=O)CC1=CC(=CC(=C1)OC)OC)CC